COCCN(CCOC)CCC(=O)OC N,N-bis(2-methoxyethyl)-2-(methoxycarbonyl)ethylamine